CCCCCCCCC(CCCCCC)C(=O)O hexyldecanoic acid